3-endo-(8-{2-[benzyl-((R)-2,3-dihydroxypropionyl)amino]ethyl}-8-aza-bicyclo[3.2.1]oct-3-yl)-benzamide TFA salt OC(=O)C(F)(F)F.C(C1=CC=CC=C1)N(CCN1C2CC(CC1CC2)C=2C=C(C(=O)N)C=CC2)C([C@@H](CO)O)=O